(1S,3S)-3-((6-(5-(((butyl(methyl)carbamoyl)oxy)methyl)-1-methyl-1H-pyrazol-4-yl)-2-methylpyridin-3-yl)oxy)cyclohexane-1-carboxylic acid C(CCC)N(C(=O)OCC1=C(C=NN1C)C1=CC=C(C(=N1)C)O[C@@H]1C[C@H](CCC1)C(=O)O)C